O=C1NC(CCC1N1C(C2=CC=CC(=C2C1=O)NCC=1C=NN(C1)C1CCN(CC1)C(=O)C1(CCN(CC1)C1=NC=C(C=C1)I)O)=O)=O 2-(2,6-dioxopiperidin-3-yl)-4-(((1-(1-(4-hydroxy-1-(5-iodopyridin-2-yl)piperidine-4-carbonyl)piperidin-4-yl)-1H-pyrazol-4-yl)methyl)amino)isoindoline-1,3-dione